3-azido-4-cyano-1-(3,4-dimethoxyphenyl)-1H-pyrrole-2-carbonyl chloride N(=[N+]=[N-])C1=C(N(C=C1C#N)C1=CC(=C(C=C1)OC)OC)C(=O)Cl